O[C@H]1CN(C[C@H]1NC(C)C)C(=O)OC(C)(C)C tert-butyl (3S,4R)-3-hydroxy-4-(isopropylamino)pyrrolidine-1-carboxylate